hydroxyethyl acrylate (hydroxypropyl acrylate) OCCCC(C(=O)O)=C.C(C=C)(=O)OCCO